C(C)OC(=O)C1=C(N(C(=C(C1=O)Br)CBr)CC)C1=CC(=C(C=C1)Cl)Cl 5-bromo-6-(bromomethyl)-2-(3,4-dichlorophenyl)-1-ethyl-4-oxo-pyridine-3-carboxylic acid ethyl ester